5-chloro-7-methyl-12-oxa-3-thia-6-azatricyclo[6.4.1.04,13]trideca-1,4(13),5,7-tetraen-10-one ClC=1C=2SC=C3OCC(CC(=C(N1)C)C32)=O